3-(trifluoro-methyl)phenol FC(C=1C=C(C=CC1)O)(F)F